C(C)(=O)[O-].C(CCC)[N+]1(C=NC=C1)C 3-1-butyl-3-methylimidazolium acetate